N-(1-(naphthalen-1-yl)ethyl)-3-(3-(trifluoromethyl)phenyl)propan-1-amine hydrochloride Cl.C1(=CC=CC2=CC=CC=C12)C(C)NCCCC1=CC(=CC=C1)C(F)(F)F